(2R)-2-[[(2R)-2-(tert-butoxycarbonylamino)-3-phenyl-propionyl]amino]-4,4,4-trifluorobutanoic acid C(C)(C)(C)OC(=O)N[C@@H](C(=O)N[C@@H](C(=O)O)CC(F)(F)F)CC1=CC=CC=C1